CNC1=C(C=C(C(=O)OCC)C=C1)[N+](=O)[O-] ethyl 4-(methylamino)-3-nitrobenzoate